(R)-(3-aminopiperidin-1-yl)(6-fluoro-5-(trifluoromethoxy)-1H-indol-2-yl)methanone bis[4-(1,1,3,3-tetramethylbutyl)phenyl]-2,2-bis(3,5-di-tert-butyl-4-hydroxybenzyl)-malonate CC(CC(C)(C)C)(C)C1=CC=C(C=C1)OC(C(C(=O)OC1=CC=C(C=C1)C(CC(C)(C)C)(C)C)(CC1=CC(=C(C(=C1)C(C)(C)C)O)C(C)(C)C)CC1=CC(=C(C(=C1)C(C)(C)C)O)C(C)(C)C)=O.N[C@H]1CN(CCC1)C(=O)C=1NC2=CC(=C(C=C2C1)OC(F)(F)F)F